[(4-{(1S)-1-[(3-pyridylmethyl)amino]ethyl}phenyl)amino]-N-[(4-chlorophenyl)methyl]carboxamide N1=CC(=CC=C1)CN[C@@H](C)C1=CC=C(C=C1)NC(=O)NCC1=CC=C(C=C1)Cl